NC1=NC=CC(=N1)C1=C(N=C(S1)C1=CC=C(C=C1)N1CCN(CC1)CC1CCN(CC1)C1=NC=C(C=C1)C1C(NC(CC1)=O)=O)C=1C(=C(C=CC1)C(CC)S(=O)(=O)N)F (3-(5-(2-aminopyrimidin-4-yl)-2-(4-(4-((1-(5-(2,6-dioxopiperidin-3-yl)pyridin-2-yl)piperidin-4-yl)methyl)piperazin-1-yl)phenyl)thiazol-4-yl)-2-fluorophenyl)propane-1-sulfonamide